N-(6-(2-chloro-5-fluorophenyl)-1-(methyl-d3)-2,8-dioxo-3-(2,2,2-trifluoroethyl)-1,2,3,6,7,8-hexahydroimidazo[4,5-e]isoindol-5-yl)-3-fluoro-5-(trifluoromethyl)benzamide ClC1=C(C=C(C=C1)F)C1NC(C2=C3C(=CC(=C12)NC(C1=CC(=CC(=C1)C(F)(F)F)F)=O)N(C(N3C([2H])([2H])[2H])=O)CC(F)(F)F)=O